C(C)(C)(C)OC(=O)NC1=C(N=CC(=N1)C(=O)OCC)Cl ethyl 6-[(tert-butoxycarbonyl)amino]-5-chloropyrazine-2-carboxylate